C(C1=CC=CC=C1)ON1[C@@H]2CC[C@H](N(C1=O)C2)C#N (2S,5R)-6-(benzyloxy)-7-oxo-1,6-diazabicyclo[3.2.1]octan-2-carbonitrile